4-(4-(1-(2,6-dioxopiperidin-3-yl)-3-methyl-1H-indazol-4-yl)But-3-yn-1-yl)piperazine O=C1NC(CCC1N1N=C(C2=C(C=CC=C12)C#CCCN1CCNCC1)C)=O